4-(1-(cyano-L-prolyl)indolin-4-yl)-1-(4-methoxybenzyl)-1H-pyrazole-5-carboxylic acid ethyl ester C(C)OC(=O)C1=C(C=NN1CC1=CC=C(C=C1)OC)C1=C2CCN(C2=CC=C1)C([C@H]1N(CCC1)C#N)=O